tert-Butyl 4-ethyl 4-(trifluoromethylsulfonyloxymethyl)piperidine-1,4-dicarboxylate FC(S(=O)(=O)OCC1(CCN(CC1)C(=O)OC(C)(C)C)C(=O)OCC)(F)F